CC1(OC2=C(O1)C=CC(=C2)CCC(=O)O)C 3-(2,2-dimethyl-benzo[d][1,3]dioxolan-5-yl)propionic acid